trans-4-((3-(1-Cyclobutyl-1H-pyrazol-4-yl)phenyl)((trans-4-(5-methoxy-6-methyl-pyridin-2-yl)cyclohexyl)methyl)carbamoyl)cyclohexyl methylcarbamate CNC(O[C@@H]1CC[C@H](CC1)C(N(C[C@@H]1CC[C@H](CC1)C1=NC(=C(C=C1)OC)C)C1=CC(=CC=C1)C=1C=NN(C1)C1CCC1)=O)=O